C1(CC1)C1CC(C1)N1C(N(C(C1)C#N)C1=CN=CC2=CC=CC=C12)=O 1-(3-cyclopropylcyclobutyl)-3-(isoquinolin-4-yl)-2-oxoimidazolidine-4-carbonitrile